O1C=CC2=C1C(=CC=C2)C(C)N 1-(1-benzofuran-7-yl)ethanamine